SC1=NC(=CC=C1)S 2,6-dimercaptopyridine